N-(4,4-difluoro-1'-methyl-2'-oxospiro[cyclohexane-1,3'-indoline]-5'-yl)-4-nitro-2-(6-azaspiro[2.5]octan-6-yl)benzamide FC1(CCC2(C(N(C3=CC=C(C=C23)NC(C2=C(C=C(C=C2)[N+](=O)[O-])N2CCC3(CC3)CC2)=O)C)=O)CC1)F